N-(2,6-dioxo-3-piperidyl)-4-[9-[4-(4-nitrophenyl)piperazin-1-yl]-3-azaspiro[5.5]undecan-3-yl]benzamide O=C1NC(CCC1NC(C1=CC=C(C=C1)N1CCC2(CC1)CCC(CC2)N2CCN(CC2)C2=CC=C(C=C2)[N+](=O)[O-])=O)=O